piperidin-4-yl-selenic acid N1CCC(CC1)O[Se](O)(=O)=O